CC1=C(C=C(C=C1)NC(=O)N1C[C@@H](CC1)CC(F)(F)F)C1=CC(=NC(=C1)N1CCOCC1)N1C[C@H](CCC1)NC(OC(C)(C)C)=O tert-butyl N-[(3S)-1-(4-[2-methyl-5-[(3S)-3-(2,2,2-trifluoroethyl)pyrrolidine-1-carbonylamino]phenyl]-6-(morpholin-4-yl)pyridin-2-yl)piperidin-3-yl]carbamate